4H-benzo[e][1,3]thiazine-4-one S1C=NC(C2=C1C=CC=C2)=O